COC1=NC(=CC(=C1)NC=1C(=NC(=C(N1)NC)C=1C2=C(C=NC1)N(C=N2)C)C(=O)N)C 3-[(2-methoxy-6-methyl-4-pyridinyl)amino]-5-(methylamino)-6-(3-methylimidazo[4,5-c]pyridin-7-yl)pyrazine-2-carboxamide